C12CNCC(CC1)N2C2=NC=1CCN(CC1C=C2)C(=O)OC2CCCC2 cyclopentyl 2-(3,8-diazabicyclo[3.2.1]octan-8-yl)-7,8-dihydro-1,6-naphthyridine-6(5H)-carboxylate